oxazol-5-ylmethan-amine O1C=NC=C1CN